FS(C=1C=C(C=CC1)O)(F)(F)(F)F 3-(pentafluoro-λ6-sulfanyl)phenol